FC(C(=O)O)(F)F.N[C@H]1CN(C[C@@H](C1)F)C1=NC=2N(C=C1)N=CC2C(=O)NC2=C(C=C(C=C2)N2C[C@@H](O[C@@H](C2)C)C)Cl 5-((3R,5R)-3-amino-5-fluoropiperidin-1-yl)-N-(2-chloro-4-((2S,6R)-2,6-dimethylmorpholino)phenyl)pyrazolo[1,5-a]pyrimidine-3-carboxamide trifluoroacetate